ClC=1C=C(C=CC1OCC1=NC=CC=C1)NC1=NC=NC2=CC=C(C(=C12)OC)NC(\C=C\CN(C)C1CCC1)=O (E)-N-(4-((3-Chloro-4-(pyridin-2-ylmethoxy)phenyl)amino)-5-methoxyquinazolin-6-yl)-4-(Cyclobutyl(methyl)amino)but-2-enamide